NC1=C(C=C(C=C1)N1CCN(CC1)C(=O)O)CC(=O)OC 4-(4-amino-3-(2-methoxy-2-oxoethyl)phenyl)piperazine-1-carboxylic acid